N'''-Octaphenyldibenzo[g,p]chrysene-2,7,10,15-tetraamine C1(=CC=CC2=CC3=CC4=CC=C5C=C6C=C7C=C8C=CC=CC8=CC7=CC6=CC5=C4C=C3C=C12)NC1=CC=C2C3=C(C=4C=5C=C(C=CC5C5=C(C4C2=C1)C=C(C=C5)N)N)C=C(C=C3)N